oxazolidine-2-carboxylic acid methyl ester COC(=O)C1OCCN1